P(OCC)(OCC)(=S)SCCSCC phosphorodithioic acid, O,O-diethyl S-[(2-ethylthio)ethyl] ester